lanthanum-samarium-niobium [Nb].[Sm].[La]